3,4,5-trimethoxybenzylamine COC=1C=C(CN)C=C(C1OC)OC